N-((S)-(4,4-difluorocyclohexyl)(5-(4-((S)-2-oxo-4-(trifluoromethyl)imidazolidin-1-yl)tetrahydro-2H-pyran-4-yl)benzo[d]oxazol-2-yl)methyl)-4-methyl-1,2,5-oxadiazole-3-carboxamide FC1(CCC(CC1)[C@H](NC(=O)C1=NON=C1C)C=1OC2=C(N1)C=C(C=C2)C2(CCOCC2)N2C(N[C@@H](C2)C(F)(F)F)=O)F